7-chloro-8-fluoro-5-((2S,3R)-3-fluoro-2-methylpyrrolidin-1-yl)-2-(methylthio)pyrido[4,3-d]pyrimidine ClC1=C(C=2N=C(N=CC2C(=N1)N1[C@H]([C@@H](CC1)F)C)SC)F